N,N-dimethyl-2-((2-oxo-4-(o-tolyl)-1,2-dihydroquinolin-7-yl)oxy)propenamide CN(C(C(=C)OC1=CC=C2C(=CC(NC2=C1)=O)C1=C(C=CC=C1)C)=O)C